4-((9-chloro-7-(2-fluoro-methoxyphenyl)-5H-benzo[c]pyrimido[4,5-e]azepin-2-yl-amino)-2-methoxybenzoyl)piperazin-1-yl-propane-1,3-dione ClC=1C=CC2=C(C(=NCC3=C2N=C(N=C3)NC=3C(=C(C(=O)N2CCN(CC2)C(CC=O)=O)C=CC3)OC)C3=C(C(=CC=C3)OC)F)C1